1-[6-methoxy-5-(3-methoxypropoxy)pyridin-3-yl]2,3-dimethylbutan-2-ol COC1=C(C=C(C=N1)CC(C(C)C)(O)C)OCCCOC